OC1=C(C(=C2CC[C@](OC2=C1C)(C1=CC=CC=C1)OC)OC)C (2S)-7-hydroxy-2,5-dimethoxy-6,8-dimethylflavan